C(C)(=O)N1[C@H](CC1)CN1CCC(CC1)C1=NN(C2=CC=C(C=C12)C=1SC2=C(N1)C=C(C(=C2C2=CC=C(C=C2)Cl)[C@@H](C(=O)O)OC(C)(C)C)C)C (S)-2-(2-(3-(1-(((R)-1-acetylazetidin-2-yl)methyl)piperidin-4-yl)-1-methyl-1H-indazol-5-yl)-7-(4-chlorophenyl)-5-methylbenzo[d]thiazol-6-yl)-2-(tert-butoxy)acetic acid